ClC=1C=C(C=C(C1)Cl)C(C)(C)C1=CC(=CC(=C1)Cl)Cl 2,2-bis-(3,5-dichlorophenyl)-propane